6-Amino-2-(sec-butyl)pyridazin-3(2H)-one NC=1C=CC(N(N1)C(C)CC)=O